C(C1=CC=CC=C1)OCCN1C=C(C(=C1C1=C(C=CC=C1)C(F)(F)F)C)C(=O)OC methyl (S)-1-(2-(benzyloxy) ethyl)-4-methyl-5-(2-(trifluoromethyl) phenyl)-1H-pyrrole-3-carboxylate